ClC1=C(C(=CC=C1Cl)OCOCC[Si](C)(C)C)[C@H]1CC(NC1)=O |r| rac-4-(2,3-dichloro-6-((2-(trimethylsilyl)ethoxy)methoxy)phenyl)pyrrolidin-2-one